2-{3-[4-(1H-indazol-5-ylamino)-2-quinazolinyl]phenoxy}-N-(propan-2-yl)acetamide mesylate S(C)(=O)(=O)O.N1N=CC2=CC(=CC=C12)NC1=NC(=NC2=CC=CC=C12)C=1C=C(OCC(=O)NC(C)C)C=CC1